(4-(4-amino-6-bromo-7-methyl-7H-pyrrolo[2,3-d]pyrimidin-5-yl)piperidin-1-yl)(pyrrolidin-1-yl)methanone NC=1C2=C(N=CN1)N(C(=C2C2CCN(CC2)C(=O)N2CCCC2)Br)C